NCCOCCOC=1C=C(C=2C=NNC2C1)C(=O)NCC=1N=C2N(C=C(C=C2)CN2CCC(CC2)(C)C)C1 6-[2-(2-aminoethoxy)ethoxy]-N-[[6-[(4,4-dimethyl-1-piperidyl)methyl]imidazo[1,2-a]pyridin-2-yl]methyl]-1H-indazole-4-carboxamide